NC1=C(C(=NN1C(C)C)C1=CC=C(C=C1)OC1=C(C(=CC=C1)OC)F)C(=O)N 5-amino-3-(4-(2-fluoro-3-methoxyphenoxy)phenyl)-1-isopropyl-1H-pyrazole-4-carboxamide